C(C)(C)(C)C1=CN=C(S1)N(C(=O)C1CC(C1)NC#N)C (1r,3r)-N-(5-tert-butyl-1,3-thiazol-2-yl)-3-(cyanoamino)-N-methylcyclobutane-1-carboxamide